N,N-di-n-propylformamide CCCN(CCC)C=O